2-(6-(6-benzyl-3,6-diazabicyclo[3.1.1]heptan-3-yl)pyridin-3-yl)-6-methyl-N-(5-methyl-1H-pyrazol-3-yl)pyrimidin-4-amine C(C1=CC=CC=C1)N1C2CN(CC1C2)C2=CC=C(C=N2)C2=NC(=CC(=N2)NC2=NNC(=C2)C)C